ClC1=C(C2=C(C=N1)C(=NN2)I)F 6-Chloro-7-fluoro-3-iodo-pyrazolo[4,3-c]pyridine